Di-tert-butyl ((2S)-5,6-dichloro-9-(1-(tetrahydro-2H-pyran-2-yl)-1H-pyrazol-4-yl)-2,3-dihydro-1H-pyrrolo[1,2-a]indole-2,8-diyl)dicarbamate ClC1=C(C=C(C=2C(=C3N(C12)C[C@H](C3)NC(OC(C)(C)C)=O)C=3C=NN(C3)C3OCCCC3)NC(OC(C)(C)C)=O)Cl